propane-2,2-diylbis(4,1-phenylene)bis(oxy)bis(isobenzofuran-1,3-dione) CC(C)(C1=CC=C(C=C1)OC1=C2C(OC(C2=CC=C1)=O)=O)C1=CC=C(C=C1)OC1=C2C(OC(C2=CC=C1)=O)=O